(4-(3-morpholino-1H-pyrazol-1-yl)phenyl)methylamine O1CCN(CC1)C1=NN(C=C1)C1=CC=C(C=C1)CN